C(#N)C1=CC=C(C=C1)C1=NC(=NC=C1OC)NC1=CC=C(C(=O)NC2=C(C=CC(=C2)CN2CCOCC2)C)C=C1 4-((4-(4-cyanophenyl)-5-methoxypyrimidin-2-yl)amino)-N-(2-methyl-5-(morpholinylmethyl)phenyl)benzamide